CC1(C(C1C(N[C@H]1C[C@@H](OC2=CC=CC=C12)C(F)(F)F)=O)CN1C(NC(CC1=O)(CC)CC)=[NH2+])C [1-[[2,2-dimethyl-3-[[(2R,4S)-2-(trifluoromethyl)chroman-4-yl]carbamoyl]cyclopropyl]methyl]-4,4-diethyl-6-oxo-hexahydropyrimidin-2-ylidene]ammonium